3-(dibenzylamino)-2-methyl-oxetane-3-carbonitrile C(C1=CC=CC=C1)N(C1(C(OC1)C)C#N)CC1=CC=CC=C1